tert-butyl 6,6-difluoro-3-{[8-(1,2,3-triazol-2-yl)-6H-isochromeno[3,4-b]pyridin-3-yl]oxy}-8-azabicyclo[3.2.1]octane-8-carboxylate FC1(C2CC(CC(C1)N2C(=O)OC(C)(C)C)OC2=CC=C1C(=N2)OCC=2C=C(C=CC21)N2N=CC=N2)F